C(CCCCCCCC)C1=CC=C(C=C1)P(OCC(CCCC)CC)=O.[Ni] nickel (2-ethylhexyl) (p-nonylphenyl)phosphinate